(3S)-3-(5-{[(3S,4S)-1-[(2-{4-acetyl-4,7-diazaspiro[2.5]octan-7-yl}quinazolin-6-yl)methyl]-4-(methoxymethyl)pyrrolidin-3-yl]oxy}-1-oxo-2,3-dihydro-1H-isoindol-2-yl)piperidine-2,6-dione C(C)(=O)N1C2(CC2)CN(CC1)C1=NC2=CC=C(C=C2C=N1)CN1C[C@H]([C@@H](C1)COC)OC=1C=C2CN(C(C2=CC1)=O)[C@@H]1C(NC(CC1)=O)=O